5-(1-amino-2-hydroxyethyl)-2-chlorobenzoic acid methyl ester hydrochloride Cl.COC(C1=C(C=CC(=C1)C(CO)N)Cl)=O